(3-([1,1'-Biphenyl]-2-ylethynyl)-1H-pyrazolo[3,4-b]pyridin-5-yl)(7-oxa-2-azaspiro[3.5]nonan-2-yl)methanone C1(=C(C=CC=C1)C#CC1=NNC2=NC=C(C=C21)C(=O)N2CC1(C2)CCOCC1)C1=CC=CC=C1